6-methyl-DL-tryptophan CC=1C=C2NC=C(C[C@H](N)C(=O)O)C2=CC1 |r|